(trans)-2-((2-((1-hydroxy-7-(trifluoromethyl)-1,3-dihydrobenzo[c][1,2]oxaborol-5-yl)amino)-5-methylpyrimidin-4-yl)amino)cyclohexane-1-carbonitrile OB1OCC2=C1C(=CC(=C2)NC2=NC=C(C(=N2)N[C@H]2[C@@H](CCCC2)C#N)C)C(F)(F)F